(R)-3-methyl-4-(8-(4-(methylsulfonyl)phenyl)-3-(1H-pyrazol-5-yl)imidazo[1,2-b]pyridazin-6-yl)morpholine Disodium bis-phenolate C1(=CC=CC=C1)[O-].C1(=CC=CC=C1)[O-].[Na+].[Na+].C[C@H]1N(CCOC1)C=1C=C(C=2N(N1)C(=CN2)C2=CC=NN2)C2=CC=C(C=C2)S(=O)(=O)C